NC1=CC=C(C=N1)OC=1C=C(C=CC1)NC(=O)NC1=CC(=CC=C1)OC 1-(3-((6-aminopyridin-3-yl)oxy)phenyl)-3-(3-methoxyphenyl)urea